ClC=1C=C(C=C(C1O)Cl)C(C)(C)C1=CC(=C(C(=C1)Cl)O)Cl 2,2-Bis-(3,5-dichloro-4-hydroxyphenyl)-propan